(S)-(3-((1R,5S)-3-(7H-pyrrolo[2,3-d]pyrimidin-4-yl)-3,8-diazabicyclo[3.2.1]octan-8-yl)-2-(4-chlorophenyl)-3-oxopropyl)(isopropyl)carbamate N1=CN=C(C2=C1NC=C2)N2C[C@H]1CC[C@@H](C2)N1C([C@H](COC(NC(C)C)=O)C1=CC=C(C=C1)Cl)=O